FC1=C(C(=CC=C1)F)N1CC(C1)C1=CC(=C(CN2CCC(CC2)C(=O)O)C(=C1)C)C 1-(4-(1-(2,6-difluorophenyl)azetidin-3-yl)-2,6-dimethylbenzyl)piperidine-4-carboxylic acid